(S)-6-bromo-2-(chloromethyl)-3-(oxetan-2-ylmethyl)-3H-imidazo[4,5-c]Pyridine BrC1=CC2=C(C=N1)N(C(=N2)CCl)C[C@H]2OCC2